P(O)(=O)(OP(=O)(O)OP(=O)(O)O)OC[C@@H]1[C@H](C[C@@H](O1)N1C(=O)N=C(N)C=C1CC=CN)O 6-Aminoallyl-2'-deoxycytidine-5'-Triphosphate